N(=C=O)CC(C)C1=CC(=CC(=C1)C(CN=C=O)C)C(CN=C=O)C 1,3,5-tris(1-isocyanatopropan-2-yl)benzene